N(=[N+]=[N-])CC1=C2C=CNC2=CC(=C1OC=1C=CC(=C(C(N)=N)C1)F)F 5-((4-(azidomethyl)-6-fluoro-1H-indol-5-yl)oxy)-2-fluorobenzimidamide